7-fluoro-6-(1-(6-(isoquinolin-4-yl)-[1,2,3]triazolo[4,5-b]pyrazinyl)ethyl)-3-(1-methyl-1H-4-pyrazolyl)quinoline FC1=C(C=C2C=C(C=NC2=C1)C=1C=NN(C1)C)C(C)C=1N=C2C(=NC1C1=CN=CC3=CC=CC=C13)NN=N2